N-({1-ethyl-2-[3-(phenylamino)prop-1-yn-1-yl]-1H-indol-5-yl}methyl)oxetan-3-amine C(C)N1C(=CC2=CC(=CC=C12)CNC1COC1)C#CCNC1=CC=CC=C1